2-(2,6-dioxopiperidin-3-yl)-4-((1-phenyl-2,6,9,12-tetraoxatetradecan-14-yl)amino)isoindoline-1,3-dione O=C1NC(CCC1N1C(C2=CC=CC(=C2C1=O)NCCOCCOCCOCCCOCC1=CC=CC=C1)=O)=O